6-(6-cyclopropyl-3-ethylsulfonyl-2-pyridyl)-2,2-difluoro-5H-[1,3]dioxolo[4,5-f]isoindol-7-one C1(CC1)C1=CC=C(C(=N1)N1CC=2C=C3C(=CC2C1=O)OC(O3)(F)F)S(=O)(=O)CC